8-[(1R)-1-Aminoethyl]-3,6-dimethyl-2-(2-methylindazol-5-yl)chromen-4-one N[C@H](C)C=1C=C(C=C2C(C(=C(OC12)C1=CC2=CN(N=C2C=C1)C)C)=O)C